C1CCNNCC1 4,5-diazepan